(1-(2-cyclopropylpyrimidin-5-yl)ethyl)-4-(propan-1-yn-1-yl)-1H-indazole-7-carboxylic acid C1(CC1)C1=NC=C(C=N1)C(C)N1N=CC2=C(C=CC(=C12)C(=O)O)C#CC